CCN1C(=CC(=O)C(=C1C2=CC=C(C=C2)Cl)C(=O)O)C The molecule is a member of the class of 4-pyridones that is N-ethyl-4-pyridone that is substituted at positions 2, 3, and 6 by p-chlorophenyl, carboxy, and methyl groups, respectively. It is used (particularly as its potassium salt, known as karetazan-potassium) as a chemical hybridisation agent for commercial hybrid seed production. It is not approved for use within the European Union. It has a role as a chemical hybridisation agent. It is a monocarboxylic acid, a member of monochlorobenzenes, a biaryl and a member of 4-pyridones. It is a conjugate acid of a karetazan(1-).